N-(4,5-dichloropyridin-2-yl)pivalamide ClC1=CC(=NC=C1Cl)NC(C(C)(C)C)=O